tert-butyl 2-(cyanomethyl)-4-[2-[2-(dimethylamino)ethoxy]-7-[2-(trifluoromethyl)phenyl]-6,8-dihydro-5H-pyrido[3,4-d]pyrimidin-4-yl]piperazine-1-carboxylate C(#N)CC1N(CCN(C1)C=1C2=C(N=C(N1)OCCN(C)C)CN(CC2)C2=C(C=CC=C2)C(F)(F)F)C(=O)OC(C)(C)C